(2R)-1-[2-(4-bromopyrazol-1-yl)ethoxy]propan-2-ol BrC=1C=NN(C1)CCOC[C@@H](C)O